2-amino-5-fluoropyridin NC1=NC=C(C=C1)F